ClC1=NC(=C(C(=N1)N1C[C@@H](N(CC1)C(=O)[O-])CC#N)[N+](=O)[O-])CC1(CCCC2=CC=C(C=C12)F)C(=O)OC (2S)-4-(2-Chloro-6-((7-fluoro-1-(methoxycarbonyl)-1,2,3,4-tetrahydronaphthalen-1-yl)methyl)-5-nitro pyrimidin-4-yl)-2-(cyanomethyl)piperazine-1-carboxylate